3-(2-(bis(methyl-d3)amino)ethyl)-6-fluoro-1H-indol-4-yl dihydrogen phosphate P(=O)(OC1=C2C(=CNC2=CC(=C1)F)CCN(C([2H])([2H])[2H])C([2H])([2H])[2H])(O)O